(S)-1-azido-16-carboxy-13,18-dioxo-3,6,9-trioxa-12,17-diazapentatriacontan-35-oic acid N(=[N+]=[N-])CCOCCOCCOCCNC(CC[C@H](NC(CCCCCCCCCCCCCCCCC(=O)O)=O)C(=O)O)=O